4-[4-(1,3-benzothiazol-2-ylmethyl)piperazin-1-yl]-2-isobutyl-5-(2H-tetrazol-5-yl)aniline S1C(=NC2=C1C=CC=C2)CN2CCN(CC2)C2=CC(=C(N)C=C2C=2N=NNN2)CC(C)C